N-methyl-3-(2-methyl-2,3-dihydroimidazolo[2,1-b]oxazol-6-yl)-4-((6-(trifluoromethoxy)pyridin-3-yl)amino)benzenesulfonamide CNS(=O)(=O)C1=CC(=C(C=C1)NC=1C=NC(=CC1)OC(F)(F)F)C=1N=C2OC(CN2C1)C